2-(5-methyl-3-pyridyl)cyclopropanecarboxamide CC=1C=C(C=NC1)C1C(C1)C(=O)N